NC/C=C/CNC(OC(C)(C)C)=O (E)-t-butyl (4-aminobut-2-en-1-yl)carbamate